N1(CCCCC1)S(=O)(=O)C=1C=C(C=CC1)NC(C1=C(N=CC=C1)N1CCC2(CC2)CC1)=O N-(3-(piperidin-1-ylsulfonyl)phenyl)-2-(6-azaspiro[2.5]octan-6-yl)nicotinamide